O1C(CCCC1)N1N=CC=2C1=NC=CC2I 1-(2-tetrahydropyranyl)-4-iodo-1H-pyrazolo[3,4-b]pyridine